O=C1NC(CCC1N1C(C2=CC=CC(=C2C1=O)N1CCC(CC1)CC(=O)N1CC(C1)C(=O)O)=O)=O 1-(2-(1-(2-(2,6-dioxopiperidin-3-yl)-1,3-dioxoisoindolin-4-yl)piperidin-4-yl)acetyl)azetidine-3-carboxylic acid